(NE)-2-[[8-chloro-6-(trifluoromethyl)-[1,2,4]triazolo[4,3-a]pyridin-3-yl]amino]-N-(dimethylaminomethylene)acrylamide d-mannuronate O=C[C@@H](O)[C@@H](O)[C@H](O)[C@H](O)C(=O)O.ClC=1C=2N(C=C(C1)C(F)(F)F)C(=NN2)NC(C(=O)/N=C/N(C)C)=C